COC1=C(C=C(C=C1)OC)[C@H](CNCC1=CC(=CC(=C1)C)F)O (R)-1-(2,5-dimethoxyphenyl)-2-((3-fluoro-5-methylbenzyl)amino)ethan-1-ol